tert-Butyl 3-(2-((4-cyano-2-fluorophenoxy)methyl)pyrimidin-4-yl)-2,5-dihydro-1H-pyrrole-1-carboxylate C(#N)C1=CC(=C(OCC2=NC=CC(=N2)C=2CN(CC2)C(=O)OC(C)(C)C)C=C1)F